N1=CN=C(C2=C1SC=C2)N2CCC(CC2)N (thieno[2,3-d]pyrimidin-4-yl)piperidin-4-amine